3-((6-amino-3-methylpyridin-2-yl)(methyl)amino)azetidine-1-carboxylic acid tert-butyl ester C(C)(C)(C)OC(=O)N1CC(C1)N(C)C1=NC(=CC=C1C)N